(E)-1,7-Dimethylcyclodeca-1,4,7-triene C/C/1=C\CC=CCC(=CCC1)C